2,3-dibromoprop-2-en-1-yl propanoate C(CC)(=O)OCC(=CBr)Br